pyrrolidine-1-Nicotinamide N1(CCCC1)C1=CC=NC=C1C(=O)N